1-(2-{[(2r,7as)-2-fluoro-hexahydro-1H-pyrrolizin-7a-yl]methoxy}-7-(8-ethynyl-7-fluoro-3-hydroxynaphthalen-1-yl)-8-fluoropyrido[4,3-d]pyrimidin-4-yl)-4-hydroxypiperidine-3-carbonitrile F[C@@H]1C[C@@]2(CCCN2C1)COC=1N=C(C2=C(N1)C(=C(N=C2)C2=CC(=CC1=CC=C(C(=C21)C#C)F)O)F)N2CC(C(CC2)O)C#N